[Na].C=CC1=CC=CC=C1 styrene sodium salt